1-({[({4-[(2S)-2-[(2S)-2-{[(tert-butoxy)carbonyl]amino}-3-methylbutanamido]propanamido]phenyl}methoxy)carbonyl](methyl)amino}methyl)cyclopropyl 4-nitrophenyl carbonate C(OC1(CC1)CN(C)C(=O)OCC1=CC=C(C=C1)NC([C@H](C)NC([C@H](C(C)C)NC(=O)OC(C)(C)C)=O)=O)(OC1=CC=C(C=C1)[N+](=O)[O-])=O